N-(2-(4-phenylbenzyl)benzothiazol-4-yl)-2-oxo-2H-chromene-8-amide C1(=CC=CC=C1)C1=CC=C(CC=2SC3=C(N2)C(=CC=C3)NC(=O)C=3C=CC=C2C=CC(OC32)=O)C=C1